C(#N)C1=CC2=C(N=C([N-]2)C(C(F)(F)F)(F)F)C=C1C#N 5,6-dicyano-2-pentafluoroethylbenzimidazolid